(3-amino-2-methylpropyl)-dimethylamine NCC(CN(C)C)C